7-(piperidine-1-carbonyl)-4-(o-tolyl)-2H-chromen-2-one N1(CCCCC1)C(=O)C1=CC=C2C(=CC(OC2=C1)=O)C1=C(C=CC=C1)C